benzyl-(4-(tert-butyl)phenyl)sulfane C(C1=CC=CC=C1)SC1=CC=C(C=C1)C(C)(C)C